FCC([C@H](CC(=O)OCCCCCCCCCC)NC(=O)[C@@]1(CC(=NO1)C1=NC=CC2=CC=CC=C12)C(C)C)=O decyl (S)-5-fluoro-3-((R)-5-isopropyl-3-(isoquinolin-1-yl)-4,5-dihydroisoxazole-5-carboxamido)-4-oxopentanoate